FC1=CC2=C(NC(=N2)CN2C(C(=CC=C2)NC([C@H](CC/C=C/C(=O)N(C)C)NC(=O)N(C)CCOC)=O)=O)C(=C1)CC(C)C (S,E)-N7-(1-((5-Fluoro-7-isobutyl-1H-benzo[d]imidazol-2-yl)methyl)-2-oxo-1,2-dihydropyridin-3-yl)-6-(3-(2-methoxyethyl)-3-methylureido)-N1,N1-dimethylhept-2-endiamid